BrC1=C(C=CC=C1)C#CC1=CC=CC=C1 1-bromo-2-(phenylethynyl)benzene